ethyl 2-(2-((3-(2,6-dioxopiperidin-3-yl)-1-methyl-1H-indazol-7-yl)oxy)-acetamido)-4-isopropylthiophene-3-carboxylate O=C1NC(CCC1C1=NN(C2=C(C=CC=C12)OCC(=O)NC=1SC=C(C1C(=O)OCC)C(C)C)C)=O